CC(C)(C)[O-].ClC1=NC=C(C(=N1)Cl)C(F)(F)F 2,4-dichloro-5-(trifluoromethyl)pyrimidine t-butylAt